C(CCCCCCC\C=C/CCCCCCCC)C1(OCC(O1)CN(C)C)CCCCCCCC\C=C/CCCCCCCC 2,2-dioleyl-4-dimethylaminomethyl-[1,3]Dioxolane